1,3-diisopropyl-imidazole bromide [Br-].C(C)(C)N1CN(C=C1)C(C)C